NCC1=CC=CC(=N1)S(=O)(=O)N1CC(CC(C1)C1=CC=CC=C1)C(=O)N1CCS(CC1)(=O)=O (1-((6-(aminomethyl)pyridin-2-yl)sulfonyl)-5-phenylpiperidin-3-yl)(1,1-dioxidothiomorpholino)methanone